C(C)(C)(C)OC(N(C)CCN1N=CC(=C1)C=1C=NC(=CC1F)Cl)=O (2-(4-(6-chloro-4-fluoropyridin-3-yl)-1H-pyrazol-1-yl)ethyl)(methyl)carbamic acid tert-butyl ester